C(C)(C)(C)OC(N(CC1=NC=C(C(=C1C)OC)C)C=1C=C(C=C(C1)C)C1=C(C=CC=C1)NC(C)=O)=O (2'-acetylamino-5-methyl-[1,1'-biphenyl]-3-yl)((4-methoxy-3,5-dimethylpyridin-2-yl)methyl)carbamic acid tert-butyl ester